2-[4-[3-(2,4-dioxohexahydropyrimidin-1-yl)-5-fluoro-1-methyl-indazol-6-yl]-3,3-difluoro-1-piperidinyl]acetic acid hydrochloride Cl.O=C1N(CCC(N1)=O)C1=NN(C2=CC(=C(C=C12)F)C1C(CN(CC1)CC(=O)O)(F)F)C